[O-]P([O-])(=O)OP(=O)([O-])[O-].[Li+].[Li+].[Li+].[Li+] Lithium Pyrophosphate